N-(2-chloroethyl)-4-((3-((4-fluorophenyl)amino)-5,7,7-trimethyl-4-oxo-4,5,7,8-tetrahydro-2H-imidazo[1,2-a]pyrazolo[4,3-e]pyrimidin-2-yl)methyl)benzamide ClCCNC(C1=CC=C(C=C1)CN1N=C2C(C(N(C=3N2CC(N3)(C)C)C)=O)=C1NC1=CC=C(C=C1)F)=O